C(CCCCCCCCCCCCCCCCC)(=O)NCCCC(C(=O)O)N(C)C stearamidopropyl-dimethylaminoacetic acid